1-cyclopentyl-6-((3,4-dimethylphenyl)amino)-3-methyl-1,3-dihydro-2H-imidazo[4,5-c]pyridin-2-one C1(CCCC1)N1C(N(C=2C=NC(=CC21)NC2=CC(=C(C=C2)C)C)C)=O